[3-(dimethylamino)propyl]diethyl-gallium CN(CCC[Ga](CC)CC)C